C(C=C)(C1=CC=C(C=C1)O)C1=CC=C(C=C1)O 4,4'-(prop-2-en-1,1-diyl)diphenol